1,3,5-trimethyl-3-(N,N-dimethylaminosulfonylmethyl)-2-oxo-indole CN1C(C(C2=CC(=CC=C12)C)(CS(=O)(=O)N(C)C)C)=O